C[C@](N)(CC1=CNC=N1)C(=O)O α-Methyl-histidin